CN(CCCC(CCCCCCCCC(=O)O)CCCCCCCCC\C=C/C\C=C/CCCCC)C (20Z,23Z)-10-(3-(dimethylamino)propyl)nonacosa-20,23-dienoic Acid